ClC=1C(=CC=C2C=CC=C(C12)C1=C(C=2N=C(N=C(C2C=N1)N(C)[C@H]1CNC[C@@H]1F)OCC12CCCN2CCC1)F)F 7-(8-chloro-7-fluoronaphthalen-1-yl)-8-fluoro-N-((3S,4S)-4-fluoropyrrolidin-3-yl)-N-methyl-2-((tetrahydro-1H-pyrrolizin-7a(5H)-yl)methoxy)pyrido[4,3-d]pyrimidin-4-amine